(S)-1-(3,5-dichloro-4-(cyclopropyl-methoxy)benzyl)piperidin-3-amine hydrochloride Cl.ClC=1C=C(CN2C[C@H](CCC2)N)C=C(C1OCC1CC1)Cl